C(C1=CC=CC=C1)(C1=CC=CC=C1)NC=1C=C(C=C2C(C(=C(N(C12)C)CO)I)=O)F 8-((Benzhydryl)amino)-6-fluoro-2-(hydroxymethyl)-3-iodo-1-methylquinolin-4(1H)-one